(S)-3-(6-amino-2-azaspiro[3.4]oct-2-yl)-6-((2,3-dichlorophenyl)thio)pyrazin-2(1H)-one N[C@@H]1CC2(CN(C2)C=2C(NC(=CN2)SC2=C(C(=CC=C2)Cl)Cl)=O)CC1